P(O)(=O)(OP(=O)(O)OP(=O)(O)O)OC[C@@H]1[C@H]([C@H]([C@@H](O1)N1C(=O)N=C(NC(CCC)=O)C=C1)O)O N4-butyryl-cytidine triphosphate